CSC1=CC(=C2C=NNC2=C1)C=1N=NN(C1)CC=1N=C2N(C=C(C=C2)CNC)C1 (2-((4-(6-(methylthio)-1H-indazol-4-yl)-1H-1,2,3-triazol-1-yl)methyl)imidazolo[1,2-a]pyridin-6-ylmethyl)methylamine